ClC1=CC=C2C(=N1)C=NN2C2COCC2 5-chloro-1-(tetrahydrofuran-3-yl)-1H-pyrazolo[4,3-b]pyridine